C(C)(C)(C)OC(=O)C=1C=C(C2=C(NC=N2)C1)C(N1CCCCC1)C1=NC(=CC=C1)OCC1=CC=C2C=NN(C2=C1)C1CCOCC1 4-(6-((1-(tetrahydro-2H-pyran-4-yl)-1H-indazol-6-yl)methoxy)pyridin-2-ylpiperidin-1-ylmethyl)-1H-benzo[d]imidazole-6-carboxylic acid tert-butyl ester